ClC1=C(C(=CC(=C1)F)Cl)C1=C2C=CC=NC2=C(C=C1)C[C@@H](C(=O)O)NC(C1=C(C=C(C=C1F)N1[C@H](COCC1)C(F)(F)F)F)=O (S)-3-(5-(2,6-dichloro-4-fluorophenyl)quinolin-8-yl)-2-(2,6-difluoro-4-((R)-3-(trifluoromethyl)morpholino)benzoylamino)propionic acid